NC=1C=2N(C3=CC(=CC=C3N1)C(=O)N1[C@@H]3[C@@H](OC4=C3C=CC(=C4)OC(F)(F)F)C4(CC4)CC1)C=NC2 (4-aminoimidazo[1,5-a]quinoxalin-8-yl)((4aS,9bS)-7-(trifluoromethoxy)-2,3,4a,9b-tetrahydro-1H-spiro[benzofuro[3,2-b]pyridine-4,1'-cyclopropan]-1-yl)methanone